Ethylfluoromethylsilane C(C)[SiH2]CF